2-(3-chloro-o-toluidino)nicotinic acid ClC1=C(C(=CC=C1)C)NC1=C(C(=O)O)C=CC=N1